NC1=C(C=C(C(=N1)C(=O)OCC)C1CCCC1)C#N Ethyl 6-Amino-5-cyano-3-cyclopentylpicolinate